P(OC(C)C)([O-])([O-])=S O-isopropyl phosphorothioate